O1CCC(CC1)CN1N=CC(=C1)N 1-((tetrahydro-2H-pyran-4-yl)methyl)-1H-pyrazol-4-amine